5-(4-((7-Ethyl-6-oxo-5H-1,5-naphthyridin-3-yl)methyl-d2)piperazin-1-yl)-N-methylpyridine-2-formamide C(C)C=1C(NC=2C=C(C=NC2C1)C(N1CCN(CC1)C=1C=CC(=NC1)C(=O)NC)([2H])[2H])=O